CC1=C(C(=C(C(=C1CC)OC(C)C)C)C)O 2,5,6-Trimethyl-3-ethyl-4-isopropoxy-phenol